OC1=C(C=C(C=C1)/C=C/C(=O)OC)OC methyl (E)-3-(4-hydroxy-3-methoxy-phenyl)prop-2-enoate